ClC=1C2=C(N=CN1)N(C=C2)[C@H]2C[C@H](CCC2)C(=O)O cis-3-(4-chloro-7H-pyrrolo[2,3-d]pyrimidin-7-yl)cyclohexane-1-carboxylic acid